4-([1,1'-biphenyl]-3-yl)-6-(2-bromo-5-chlorophenyl)-2-phenylpyrimidine C1(=CC(=CC=C1)C1=NC(=NC(=C1)C1=C(C=CC(=C1)Cl)Br)C1=CC=CC=C1)C1=CC=CC=C1